5-(5,6-dihydropyrrolo[3,4-c]pyrazol-2(4H)-yl)-N-methyl-2-pyridinecarboxamide hydrochloride Cl.N=1N(C=C2C1CNC2)C=2C=CC(=NC2)C(=O)NC